Ascorbic acid-13C6 methyl-5-methoxy-2-(4,4,5,5-tetramethyl-1,3,2-dioxaborolan-2-yl)benzoate CC=1C(=C(C(=O)O)C=C(C1)OC)B1OC(C(O1)(C)C)(C)C.O=[13C]1[13C](O)=[13C](O)[13C@H](O1)[13C@@H](O)[13CH2]O